N-Acetyl-Threonine C(C)(=O)N[C@@H]([C@H](O)C)C(=O)O